5-(2-((cyclopropylmethyl)amino)pyridin-4-yl)-7-(3,3-dimethylbut-1-yn-1-yl)-1H-indazol-3-amine C1(CC1)CNC1=NC=CC(=C1)C=1C=C2C(=NNC2=C(C1)C#CC(C)(C)C)N